CNCC#CC1=CC=CC=C1 N-methyl-N-(3-phenylprop-2-yn-1-yl)amine